3,4-dihydro-1(2H)-naphthalenone C1(CCCC2=CC=CC=C12)=O